5-[1-(2-methylpropyl)piperidin-4-yl]-1,3-thiazole-4-carboxylic acid CC(CN1CCC(CC1)C1=C(N=CS1)C(=O)O)C